2-(tetrahydro-2H-pyran-2-yl)-2,4-dihydro-5H-pyrazolo[4,3-b]pyridin-5-one O1C(CCCC1)N1N=C2C(NC(C=C2)=O)=C1